C(CCCCCCCCCCCCCCC(C)C)(=O)O.C(CCCCCCCCCCCCCCC(C)C)(=O)O.C(CCCCCCCCCCCCCCC(C)C)(=O)O.C(CCCCCCCCCCCCCCC(C)C)(=O)O.OCC(O)CO.OCC(O)CO di(glycerol) tetraisostearate